3-((3,4-dimethylphenyl)sulfonylamino)-4-methyl-N-(pyridin-3-ylmethyl)benzamide CC=1C=C(C=CC1C)S(=O)(=O)NC=1C=C(C(=O)NCC=2C=NC=CC2)C=CC1C